3-(2-sulfopropyl)sulfopropyl-thiophene S(=O)(=O)(O)C(CC1=C(SC=C1)CCCS(=O)(=O)O)C